6-(4-fluorophenyl)-3-(3-(pyridin-4-yl)-1-((2-(trimethylsilyl)ethoxy)methyl)-1H-pyrazol-5-yl)-1,3-oxazinan-2-one FC1=CC=C(C=C1)C1CCN(C(O1)=O)C1=CC(=NN1COCC[Si](C)(C)C)C1=CC=NC=C1